NC1=NC=CC(=C1C1CCOCC1)OC1=C(C=C(C=C1)NC(=O)C=1C=NNC1C(F)(F)F)F N-(4-((2-amino-3-(tetrahydro-2H-pyran-4-yl)pyridin-4-yl)oxy)-3-Fluorophenyl)-5-(trifluoromethyl)-1H-pyrazole-4-carboxamide